[Se](C#N)CCCN1C(C2=CC=CC=C2C1=O)=O 2-(3-selenocyanatopropyl)isoindoline-1,3-dione